FC=1C=2N(C=C(C1)C=1C=C(C=3N(N1)C=C(N3)C)C)C=C(N2)C2CCN(CC2)CCOC 6-[8-fluoro-2-[1-(2-methoxyethyl)-4-piperidyl]imidazo[1,2-a]pyridin-6-yl]-2,8-dimethyl-imidazo[1,2-b]pyridazine